5-[(2,3-Diiodophenoxyethylsulfanyl)methyl]oxazol-2(3H)-one IC1=C(OCCSCC2=CNC(O2)=O)C=CC=C1I